(±)-5-((4-(2-Aminocyclopropyl)-3-((methylsulfinyl)methyl)phenyl)amino)-7-(cyclopropylamino)pyrazolo[1,5-a]pyrimidin NC1C(C1)C1=C(C=C(C=C1)NC1=NC=2N(C(=C1)NC1CC1)N=CC2)CS(=O)C